OCC(C)(C)OCCC(OC1OCCCC1)C=1C=C(C=CC1)/C=C/C(=O)OCC Ethyl (E)-3-(3-(3-((1-hydroxy-2-methylpropan-2-yl)oxy)-1-((tetrahydro-2H-pyran-2-yl)oxy)propyl)phenyl)acrylate